4-(2-chloro-3-(trifluoromethyl)pyridin-4-yl)morpholine ClC1=NC=CC(=C1C(F)(F)F)N1CCOCC1